COCCOCC[O-].[Cu+2].COCCOCC[O-] copper(II) 2-(2-methoxyethoxy)ethoxide